C1(CCCCCC1)NC(COC1=CC=C2C=CC(=CC2=C1)C(CC(=O)O)C1=CC=C(C=C1)OCC)=O 3-(7-(2-(Cycloheptylamino)-2-oxoethoxy)naphthalen-2-yl)-3-(4-ethoxyphenyl)propanoic acid